Tert-butyl (S)-3-((R)-3-(3-bromophenyl)-1-(tert-butoxy)-1-oxopropan-2-yl)pyrrolidine-1-carboxylate BrC=1C=C(C=CC1)C[C@@H](C(=O)OC(C)(C)C)[C@H]1CN(CC1)C(=O)OC(C)(C)C